2-(1-benzyl-2,3-dimethyl-1H-indol-6-yl)-2-(4-hydroxyphenyl)-2-(p-tolyl)acetonitrile C(C1=CC=CC=C1)N1C(=C(C2=CC=C(C=C12)C(C#N)(C1=CC=C(C=C1)C)C1=CC=C(C=C1)O)C)C